[C@@H]1([C@H](O)[C@@H](O)[C@H](O)[C@H](O1)CO)C=1OC(=NN1)C1=NC=CC=C1 2-(β-D-Glucopyranosyl)-5-(pyridin-2-yl)-1,3,4-oxadiazole